N-(2-chlorophenyl)-2-chloronicotinamide ClC1=C(C=CC=C1)NC(C1=C(N=CC=C1)Cl)=O